[N+](=O)([O-])C=1C=C(C=CC1)[C@@H]1[C@@H](CC1)N1C=NN=C1 4-(cis-2-(3-nitrophenyl)cyclobutyl)-4H-1,2,4-triazole